C(C)C=1C(=CC=C2C=CC=C(C12)C1=C(C=2N=C(N=C(C2C=N1)N1CC2(CNC2=O)CCC1)OC[C@]12CCCN2C[C@@H](C1)F)F)F 6-(7-(8-Ethyl-7-fluoronaphthalen-1-yl)-8-fluoro-2-(((2R,7aS)-2-fluorotetrahydro-1H-pyrrolizin-7a(5H)-yl)methoxy)pyrido[4,3-d]pyrimidin-4-yl)-2,6-diazaspiro[3.5]nonan-1-one